R-butoxy-N,N-dimethyl-propionamide C(CCC)O[C@@H](C(=O)N(C)C)C